1-methyl-N-(3-((2-((4-methyl-2-(4-methylpiperazin-1-yl)oxazol-5-yl)amino)-5-(trifluoromethyl)pyrimidin-4-yl)amino)propyl)azetidine-3-carboxamide CN1CC(C1)C(=O)NCCCNC1=NC(=NC=C1C(F)(F)F)NC1=C(N=C(O1)N1CCN(CC1)C)C